C(C)OC(CC1=C(C(=O)OCC)C=C(C(=C1)OC)O)=O ethyl 2-(2-ethoxy-2-oxoethyl)-5-hydroxy-4-methoxybenzoate